2-Amino-9-((4aR,6R,7aS)-2-(octyloxy)-2-oxidotetrahydro-4H-furo[3,2-d][1,3,2]dioxaphosphinin-6-yl)-1,9-dihydro-6H-purin-6-one NC=1NC(C=2N=CN(C2N1)[C@H]1C[C@@H]2OP(OC[C@H]2O1)(=O)OCCCCCCCC)=O